N-[4-[[6-methoxy-7-(3-morpholin-4-ylpropoxy)quinazolin-4-yl]amino]phenyl]benzamide COC=1C=C2C(=NC=NC2=CC1OCCCN1CCOCC1)NC1=CC=C(C=C1)NC(C1=CC=CC=C1)=O